C(=O)C1N(CCN(C1)C(=O)OC(C)(C)C)C(=O)OC(C)(C)C di-tert-butyl 2-formylpiperazine-1,4-dicarboxylate